2-(2-(aminooxy)acetamido)-5-guanidinopentanamide NOCC(=O)NC(C(=O)N)CCCNC(=N)N